ethyl 1-benzyl-5-[(trifluoromethanesulfonyl) oxy]-1,2,3,6-tetrahydropyridine-4-carboxylate C(C1=CC=CC=C1)N1CCC(=C(C1)OS(=O)(=O)C(F)(F)F)C(=O)OCC